C(CCCCCCCCC)(=O)OC(CSC1CCCCC1)CCCCC1(OCC(CO1)(CO)COC(CCN(C)C)=O)CCCCC(CSC1CCCCC1)OC(CCCCCCCCC)=O (5-(((3-(Dimethylamino)propanoyl)oxy)methyl)-5-(hydroxymethyl)-1,3-dioxane-2,2-diyl)bis(1-(cyclohexylthio)hexane-6,2-diyl) bis(decanoate)